ClC1=C(C(=C(C(=O)O)C=C1)F)C 4-Chloro-2-fluoro-3-methylbenzoic acid